tert-Butyl 3-(5-bromo-3-fluoropyridin-2-yl)acrylate BrC=1C=C(C(=NC1)C=CC(=O)OC(C)(C)C)F